2-(2-bromo-6-(4-(4-chloro-3-hydroxypicolinoyl)piperazin-1-yl)-5-ethyl-7-oxo-[1,2,4]triazolo[1,5-a]pyrimidin-4(7H)-yl)-N-(2-fluoro-4-(trifluoromethyl)phenyl)acetamide BrC1=NN2C(N(C(=C(C2=O)N2CCN(CC2)C(C2=NC=CC(=C2O)Cl)=O)CC)CC(=O)NC2=C(C=C(C=C2)C(F)(F)F)F)=N1